NC1=NC=C(C=C1OC(C)C=1C=C(C=CC1)NC(C1=CC(=CC=C1)C)=O)Cl N-(3-(1-((2-amino-5-chloropyridin-3-yl)oxy)ethyl)phenyl)-3-methylbenzamide